C(C)C1(C(NC(N1)=O)=O)C1=CC=C(C=C1)C 5-ethyl-5-(4-methylphenyl)imidazolidine-2,4-dione